ClC=1C=C(C=CC1OC)[C@@H]1CC[C@H](CC1)CN(C(=O)[C@@H]1CC[C@H](CC1)C(=O)OC)C1=CC(=CC=C1)C1=CN=C(S1)C1CC1 trans-Methyl 4-(((trans-4-(3-chloro-4-methoxyphenyl)cyclohexyl)methyl)(3-(2-cyclopropylthiazol-5-yl)phenyl)carbamoyl)cyclohexane-carboxylate